C(=CC1=CC=CC=C1)C1=C(C=2NC3=CC=CC=C3SC2C=C1)C=CC1=CC=CC=C1 di-styryl-phenothiazine